ClCCCS(=O)(=O)N[C@@H]1[C@H](N(C1)C(=O)OC(C)(C)C)C tert-Butyl (2R,3S)-3-((3-chloropropyl)sulfonamido)-2-methylazetidine-1-carboxylate